1-(2-(3-(cyclopent-3-en-1-yloxy)-4-methoxyphenyl)-2-oxoethyl)-2,6-dimethylpyridin-4(1H)-one C1(CC=CC1)OC=1C=C(C=CC1OC)C(CN1C(=CC(C=C1C)=O)C)=O